O=C1NC(CCC1OC1=CC=C(C=C1)N1CCC(CC1)C(=O)OC(C)(C)C)=O tert-butyl 1-[4-[(2,6-dioxo-3-piperidyl)oxy]phenyl]piperidine-4-carboxylate